cis-4-hydroxy-N-[(1S)-1-[3-[2-(trifluoromethyl)-4-pyridinyl]-1,2,4-oxadiazol-5-yl]ethyl]cyclohexanecarboxamide O[C@H]1CC[C@H](CC1)C(=O)N[C@@H](C)C1=NC(=NO1)C1=CC(=NC=C1)C(F)(F)F